1-(4-(4-((1-butyl-1H-pyrazol-4-yl)amino)pyrimidin-2-yl)phenyl)imidazolidin-2-one C(CCC)N1N=CC(=C1)NC1=NC(=NC=C1)C1=CC=C(C=C1)N1C(NCC1)=O